Cl.NCCNCCNCCN triethylenetetramine hydrochloric acid salt